2-[2-nitro-6-(trifluoromethyl)phenoxy]Acetonitrile [N+](=O)([O-])C1=C(OCC#N)C(=CC=C1)C(F)(F)F